di-isobutylchlorosilane C(C(C)C)[SiH](Cl)CC(C)C